tert-butyl (R)-4-(2-(3-(3-((4-bromo-2-fluorobenzyl)(cyclopropyl)carbamoyl) piperidin-1-yl)phenoxy)-2-methylpropanoyl)piperazine-1-carboxylate BrC1=CC(=C(CN(C(=O)[C@H]2CN(CCC2)C=2C=C(OC(C(=O)N3CCN(CC3)C(=O)OC(C)(C)C)(C)C)C=CC2)C2CC2)C=C1)F